methyl 4-[[1-(2-hydroxy-4-pyridyl)-3-(trifluoromethyl)-4,5,6,7-tetrahydropyrazolo[4,3-c]pyridine-7-yl]oxy]benzoate OC1=NC=CC(=C1)N1N=C(C=2CNCC(C21)OC2=CC=C(C(=O)OC)C=C2)C(F)(F)F